N-[(3S,4R,5S)-3-fluoro-5-methyl-1-(3-oxetanyl)-4-piperidyl]-6-[3-(4-mesyl-2-anisidino)-1-propynyl]-1-(2,2,2-trifluoroethyl)-1H-1,3-benzimidazole-4-carboxamide F[C@H]1CN(C[C@@H]([C@H]1NC(=O)C1=CC(=CC=2N(C=NC21)CC(F)(F)F)C#CCNC=2C(OC)=CC=C(C2)S(=O)(=O)C)C)C2COC2